2'-(3-fluoropyridin-4-yl)-5',6'-dihydro-1'H-spiro[oxane-4,7'-pyrrolo[3,2-c]pyridin]-4'-one FC=1C=NC=CC1C1=CC=2C(NCC3(C2N1)CCOCC3)=O